2-phenyl-N'-(pyridine-2-yl)butyryl-hydrazine C1(=CC=CC=C1)N(N)C(CCCC1=NC=CC=C1)=O